methyl 5-(((2-((tert-butyldimethylsilyl)oxy)ethyl)amino)methyl)-6-methoxypicolinate [Si](C)(C)(C(C)(C)C)OCCNCC=1C=CC(=NC1OC)C(=O)OC